2,5,6-trimethyl-4-heptenal CC(C=O)CC=C(C(C)C)C